N-methyl-trifluoromethanesulfonyl-(3-(2-chloro-6-((triisopropylsilyl)ethynyl)phenyl))propylamine CN(CCCC1=C(C=CC=C1C#C[Si](C(C)C)(C(C)C)C(C)C)Cl)S(=O)(=O)C(F)(F)F